3-[6-[1-[(2-methoxy-4-pyridyl)methyl]pyrazol-4-yl]benzofuran-3-yl]piperidine-2,6-dione COC1=NC=CC(=C1)CN1N=CC(=C1)C1=CC2=C(C(=CO2)C2C(NC(CC2)=O)=O)C=C1